ClC=1C=C(C=C(C1C=O)Cl)/C=C/C(=O)OC methyl (E)-3-(3,5-dichloro-4-formylphenyl)acrylate